tetradecahydroanthracene-2,3,6,7-tetracarboxylic acid C1C(C(CC2CC3CC(C(CC3CC12)C(=O)O)C(=O)O)C(=O)O)C(=O)O